3-(2-ethylhexyloxy)phenol C(C)C(COC=1C=C(C=CC1)O)CCCC